3-((tert-Butoxycarbonyl)amino)-2-chloro-6-fluorobenzoic acid C(C)(C)(C)OC(=O)NC=1C(=C(C(=O)O)C(=CC1)F)Cl